IC1=C(C=CC=C1)NC=O N-(2-iodophenyl)formamide